FC1=CC=C2C(=NC(=NC2=C1)C)NC(C(=O)O)CCN(CCCCC1=NC=2NCCCC2C=C1)CCOC=1C(=NC=CC1)C 2-((7-fluoro-2-methylquinazolin-4-yl)amino)-4-((2-((2-methylpyridin-3-yl)oxy)ethyl)(4-(5,6,7,8-tetrahydro-1,8-naphthyridin-2-yl)butyl)amino)butanoic acid